CC(CN)C(CCCN)(C)C 2,3,3-Trimethylhexamethylendiamin